2,3,3a,4,6,6a-hexahydro-pyrrolo[3,2-c]pyrrole-5-carboxylate N1CCC2CN(CC21)C(=O)[O-]